1-BROMO-5-CHLORO-2-METHOXY-4-(METHOXYMETHYL)BENZENE BrC1=C(C=C(C(=C1)Cl)COC)OC